(tert-butyldimethylsilyloxy)ethan-1-ol [Si](C)(C)(C(C)(C)C)OC(C)O